BrC=1C=CC2=C(OCOC2C(C)O)C1 1-(7-Bromobenzo[D][1,3]dioxan-4-yl)ethan-1-ol